BrC1=NC2=C(C=C1)NC=C2C=O 5-BROMO-1H-PYRROLO[2,3-E]PYRIDINE-3-CARBALDEHYDE